C(=O)(O)C1=CC(=NN1)C(=O)O[Al+]O ((5-carboxyl-1H-pyrazole-3-carbonyl)oxy)(hydroxy)aluminum (III)